ClC1=NC=C(C(=N1)C1=CC=C2CN(C(C2=C1)=O)CCN1CCOCC1)Cl 6-(2,5-dichloropyrimidin-4-yl)-2-[2-(morpholin-4-yl)ethyl]-2,3-dihydro-1H-isoindol-1-one